FC1(CC(C1)N1C(C=C(C(=C1)OC1=C(C=C(C=C1C)F)C)C=1C2=C(C(N(C1)C)=O)NC=C2)=O)F 4-(1-(3,3-difluorocyclobutyl)-5-(4-fluoro-2,6-dimethylphenoxy)-2-oxo-1,2-dihydropyridin-4-yl)-6-methyl-1,6-dihydro-7H-pyrrolo[2,3-c]pyridin-7-one